ClC1=CC=C(C(=N1)C#N)N[C@H](C)C=1C=C(C=C2C(C(=C(OC12)C=1C=NN(C1)C)C=1N=COC1)=O)C 6-Chloro-3-[[(1R)-1-[6-methyl-2-(1-methylpyrazol-4-yl)-3-oxazol-4-yl-4-oxo-chromen-8-yl]ethyl]amino]pyridine-2-carbonitrile